N-(3-acetoxypropyl)maleimide C(C)(=O)OCCCN1C(C=CC1=O)=O